Dihydroxyethylmethacrylat OC(COC(C(=C)C)=O)O